C(C)N(C=1C(=C(C(=O)NCC=2C(NC(=CC2OC)C)=O)C=C(C1)C=1C=C2CCC(C2=CC1)N1CCOCC1)C)C1CCOCC1 3-(ethyl-(tetrahydro-2H-pyran-4-yl)amino)-N-((4-methoxy-6-methyl-2-oxo-1,2-dihydropyridin-3-yl)methyl)-2-methyl-5-(1-morpholino-2,3-dihydro-1H-inden-5-yl)benzamide